tert-butyl (1-aminopentan-3-yl)carbamate NCCC(CC)NC(OC(C)(C)C)=O